OC(CCCCCCC=CC(=O)O)CC(CCCCCC)O 10,12-dihydroxy-octadecenoic acid